5-(benzothiazol-5-yl)-2-methyl-2,3-dihydro-1H-pyrrole-1-carbaldehyde S1C=NC2=C1C=CC(=C2)C2=CCC(N2C=O)C